7-((4-(2-methyl-6-(methylcarbamoyl)pyridin-3-yl)piperazin-1-yl)methyl)oxazolo[5,4-c]quinolin-4(5H)-one CC1=NC(=CC=C1N1CCN(CC1)CC=1C=CC=2C3=C(C(NC2C1)=O)OC=N3)C(NC)=O